1-(2,4-difluorobenzyl)-1H-imidazol-4-amine FC1=C(CN2C=NC(=C2)N)C=CC(=C1)F